2-Cyclohexene-1-carboxylic acid C1(C=CCCC1)C(=O)O